OC12CC3C(C(CC(C1)C3)C2)NC2=NC(=CC(=N2)NC2=NN(C(=C2)C)C(=O)OC(C)(C)C)OC2COC2 Cis-tert-butyl 3-((2-((5-hydroxyadamantan-2-yl) amino)-6-(oxetan-3-yloxy) pyrimidin-4-yl) amino)-5-methyl-1H-pyrazole-1-carboxylate